4-bromo-N-(1-(6-(2-ethylphenyl)pyridazin-3-yl)piperidin-3-yl)benzamide BrC1=CC=C(C(=O)NC2CN(CCC2)C=2N=NC(=CC2)C2=C(C=CC=C2)CC)C=C1